C12(C(=O)CC(CC1)C2(C)C)CS(=O)(=O)[O-].[Ag+] (+)-silver camphorsulfonate